C(C)(C)C1=C(NC2=CC=C(C=C12)C1CCNCC1)C=1C=CC=2N(C1C)C=CN2 6-(3-isopropyl-5-(piperidin-4-yl)-1H-indol-2-yl)-5-methylimidazo[1,2-a]pyridine